N-chloroleucine ClN[C@@H](CC(C)C)C(=O)O